alpha-hydroxyisovalerate OC(C(=O)[O-])C(C)C